BrC1=CC=C(C=C1)C1=NC(=CC(=C1)C(=O)O)C1=CC=C(C=C1)Cl 2-(4-Bromophenyl)-6-(4-chlorophenyl)pyridine-4-carboxylic acid